FC1=C(C(=CC(=C1)C=1C(=NC=CC1)OC)F)N(CCCC(=O)O)C 4-{[2,6-difluoro-4-(2-methoxy-pyridin-3-yl)-phenyl]-methyl-amino}-butyric acid